Ethyl 2-[4-(2-bromoacetyl)-4-methyl-chroman-8-yl]sulfanylpropanoate BrCC(=O)C1(CCOC2=C(C=CC=C12)SC(C(=O)OCC)C)C